COCC1=NC=CC(=C1)NC1=C(C=CC(=N1)N1CCN(CC1)C(=O)OC(C)(C)C)[N+](=O)[O-] tert-butyl 4-(6-{[2-(methoxymethyl)pyridin-4-yl]amino}-5-nitropyridin-2-yl)piperazine-1-carboxylate